(4-amino-7-fluoro-1-methyl-1H-pyrazolo[4,3-c]quinolin-8-yl)((1S,5R)-1-(4-(trifluoromethyl)phenyl)-3-azabicyclo[3.1.0]hexane-3-yl)methanone NC1=NC=2C=C(C(=CC2C2=C1C=NN2C)C(=O)N2C[C@]1(C[C@H]1C2)C2=CC=C(C=C2)C(F)(F)F)F